C1(CC1)N1N=C(C(=C1)C1=CC=NC=C1)C1=CC=C(OCC2=NC3=CC=CC=C3C(=C2)C(=O)N=S(=O)(C)C)C=C1 2-[[4-[1-Cyclopropyl-4-(4-pyridyl)pyrazol-3-yl]phenoxy]methyl]-N-[dimethyl(oxo)-λ6-sulfanylidene]quinoline-4-carboxamide